2-[(3S,5R)-4,4-difluoro-3,5-dimethyl-1-piperidyl]-N-(3-sulfamoylphenyl)-5-(trifluoromethyl)-pyridine-3-carboxamide FC1([C@H](CN(C[C@H]1C)C1=NC=C(C=C1C(=O)NC1=CC(=CC=C1)S(N)(=O)=O)C(F)(F)F)C)F